4-fluoro-1-[3-(2-methylpyridin-3-yl)propionyl]-N-{phenyl-[4-(prop-2-yl)phenyl]methyl}pyrrolidine-2-carboxamide FC1CC(N(C1)C(CCC=1C(=NC=CC1)C)=O)C(=O)NC(C1=CC=C(C=C1)C(C)C)C1=CC=CC=C1